(3-methoxybicyclo[1.1.1]pent-1-yl)methylamine COC12CC(C1)(C2)CN